NC1=CC(=NC=N1)C=1C(=NC=CC1)NC=1C(=CC(=NC1)C(CCC)=O)C 1-(5-{[3-(6-aminopyrimidin-4-yl)pyridin-2-yl]amino}-4-methylpyridin-2-yl)butan-1-one